COC(C1=C(C(=CC(=C1)Cl)F)CBr)=O 2-(bromomethyl)-5-chloro-3-fluorobenzoic acid methyl ester